6-amino-2-[4-[[3-isopropyl-1-(p-tolylsulfonyl)pyrrolo[2,3-c]pyridin-5-yl]methyl]-3,5-dimethyl-phenyl]-1,2,4-triazine-3,5-dione NC=1C(NC(N(N1)C1=CC(=C(C(=C1)C)CC=1C=C2C(=CN1)N(C=C2C(C)C)S(=O)(=O)C2=CC=C(C=C2)C)C)=O)=O